ClC=1C(=CC(=NC1)S(=O)(=O)Cl)C(F)(F)F 5-chloro-4-(trifluoromethyl)pyridine-2-sulfonyl chloride